Allyl (S)-2-((((9H-fluoren-9-yl)methoxy)carbonyl)amino)-3-(3-(4-((3S,4S)-3,4-bis(((1S,2R)-2-phenylcyclopropyl)carbamoyl)pyrrolidine-1-carbonyl)phenyl)-1,2,4-oxadiazol-5-yl)propanoate C1=CC=CC=2C3=CC=CC=C3C(C12)COC(=O)N[C@H](C(=O)OCC=C)CC1=NC(=NO1)C1=CC=C(C=C1)C(=O)N1C[C@H]([C@@H](C1)C(N[C@@H]1[C@H](C1)C1=CC=CC=C1)=O)C(N[C@@H]1[C@H](C1)C1=CC=CC=C1)=O